C(C1=CC=CC=C1)N1N=C(C=2C1=NC(=NC2Cl)Cl)CC 1-benzyl-4,6-dichloro-3-ethylpyrazolo[3,4-d]pyrimidine